N-[2-(2-bromo-4-methyl-phenyl)-2,2-difluoro-ethyl]-6-chloro-3-(3-cyclopropyl-2-fluoro-phenoxy)-5-methyl-pyridazine-4-carboxamide BrC1=C(C=CC(=C1)C)C(CNC(=O)C1=C(N=NC(=C1C)Cl)OC1=C(C(=CC=C1)C1CC1)F)(F)F